tert-butyl (4-(3-(prop-2-yn-1-yloxy)benzamido)butyl)carbamate C(C#C)OC=1C=C(C(=O)NCCCCNC(OC(C)(C)C)=O)C=CC1